BrC=1C=NN2C1N=C(N=C2NCC2=CC=C(C=C2)C2=NC=CC=C2)NCCNC(OC(C)(C)C)=O tert-butyl (2-((8-bromo-4-((4-(pyridin-2-yl)benzyl)amino)pyrazolo[1,5-a][1,3,5]triazin-2-yl)amino)ethyl)carbamate